Cl.N1C=NC=C1 monoimidazole hydrochloride